N-(3-methoxy-4-methyl-phenyl)-4-(2-oxo-1,4-dihydroquinazolin-3-yl)piperidine-1-carboxamide COC=1C=C(C=CC1C)NC(=O)N1CCC(CC1)N1C(NC2=CC=CC=C2C1)=O